9-ethyl-8-(6-hydroxypyridin-3-yl)-6,6-dimethyl-11-oxo-6,11-dihydro-5H-benzo[b]carbazole-3-carbonitrile C(C)C1=CC2=C(C(C=3NC4=CC(=CC=C4C3C2=O)C#N)(C)C)C=C1C=1C=NC(=CC1)O